C1(=CC=CC=C1)CC(C#N)S(=O)(=O)C1=CC=C(C)C=C1 3-phenyl-2-(toluene-4-sulfonyl)propionitrile